COC(C1=CC=C(C=C1)C(C1=CC=C(C=C1)N)C1=CC=C(C=C1)N)=O 4-[bis(4-aminophenyl)methyl]benzoic acid methyl ester